[14C]Methyl α-D-glucopyranosid O([C@@H]1[C@H](O)[C@@H](O)[C@H](O)[C@H](O1)CO)[14CH3]